3-(5-((2-(4-hydroxy-4-(trifluoromethyl)piperidin-1-yl)cyclopentyl)oxy)-1-oxoisoindolin-2-yl)piperidine-2,6-dione OC1(CCN(CC1)C1C(CCC1)OC=1C=C2CN(C(C2=CC1)=O)C1C(NC(CC1)=O)=O)C(F)(F)F